2-[3-chloro-5-(trifluoromethyl)-2-pyridinyl]-acetonitrile ClC=1C(=NC=C(C1)C(F)(F)F)CC#N